(E)-N-((2,6-diisopropyl-4-methylphenyl)carbamoyl)-3-(dimethylamino)prop-1-ene-1-sulfonamide sulfosuccinimidyl-6-[alpha-methyl-alpha-(2-pyridyldithio)toluamido]hexanoate S(=O)(=O)(O)C(C(=O)O)(CCCCNC(=O)C=1C(=CC=CC1)C(SSC1=NC=CC=C1)C)N1C(CCC1=O)=O.C(C)(C)C1=C(C(=CC(=C1)C)C(C)C)NC(=O)NS(=O)(=O)\C=C\CN(C)C